(4-methoxyphenyl)boric acid COC1=CC=C(C=C1)OB(O)O